3-chloro-4-(phenoxy)aniline Natrium ethylhexyl-sulfosuccinat C(C)C(C(C(=O)[O-])(S(=O)(=O)O)CCCCCC)C(=O)[O-].[Na+].ClC=1C=C(N)C=CC1OC1=CC=CC=C1.[Na+]